ClC(C1=NC(=NC(=N1)C(Cl)(Cl)Cl)C=CC=1OC(=CC1)CC)(Cl)Cl 2,4-bis(trichloromethyl)-6-[2-(5-ethyl-2-furyl)vinyl]-s-triazine